2-(3-chloro-2-fluorophenyl)-2-[(4-{[(1,2-oxazol-3-yl)amino]methyl}-1H-1,3-benzodiazol-2-yl)amino]propan-1-ol ClC=1C(=C(C=CC1)C(CO)(C)NC1=NC2=C(N1)C=CC=C2CNC2=NOC=C2)F